2-(4-(1-(tert-butyldimethylsilyloxy)ethyl)thiazol-2-yl)propan-2-ol 5-aminoallyluridine-5'-triphosphate P(O)(=O)(OP(=O)(O)OP(=O)(O)O)OC[C@@H]1[C@H]([C@H]([C@@H](O1)N1C(=O)NC(=O)C(=C1)CC=CN)O)O.[Si](C)(C)(C(C)(C)C)OC(C)C=1N=C(SC1)C(C)(C)O